C1=CC=CC=2NCCC3=C(C21)CC(=C3)C(=O)N 5,6,7,10-tetrahydrobenzo[b]cyclopenta[d]azepine-9-carboxamide